FC(CCNC1CC2(CN(C2)C(=O)OC(C)(C)C)C1)(F)F tert-butyl 6-(3,3,3-trifluoropropylamino)-2-azaspiro[3.3]heptane-2-carboxylate